C(C)(C)(C)N(C(O)=O)C[C@@H]1OCCC2=C(C=CC=C12)C1=CC=C(C=C1)C#N.CC1(CC1)C1N(C2=CC(=CC=C2C1)S(=O)(=O)N)C(CN1C(OCC1)=O)=O (1-methylcyclopropyl)-1-[2-(2-oxooxazolidin-3-yl)acetyl]indoline-6-sulfonamide tert-butyl-(R)-((5-(4-cyanophenyl)isochroman-1-yl)methyl)carbamate